O(C1=CC=CC=C1)C1=CC=C(C=C1)C1=NN(C2=NC=NC(=C21)N)[C@H]2CNCCC2 (R)-3-(4-phenoxyphenyl)-1-(piperidin-3-yl)-1H-pyrazolo[3,4-d]pyrimidin-4-amine